[Sn].[Si].[Ca].[Al].C(#N)C=1C=C(C(=NC1)NC(C)=O)F N-(5-cyano-3-fluoropyridin-2-yl)acetamide aluminum-calcium-silicon tin